C1(=CC=CC=C1)P(CC(CC)P(C1=CC=CC=C1)C1=CC=CC=C1)C1=CC=CC=C1 1,2-bis(diphenylphosphino)butane